N-[1-[3-(1-methyl-6-oxo-pyridazin-3-yl)pyrazin-2-yl]ethyl]-3,5-bis(trifluoro-methyl)benzamide CN1N=C(C=CC1=O)C=1C(=NC=CN1)C(C)NC(C1=CC(=CC(=C1)C(F)(F)F)C(F)(F)F)=O